CC1(C2=CC=CC=C2C=2C=CC(=CC12)N(C1=CC=C(C(=C1)C1=CC=CC=C1)C1=CC=C(C=C1)C1=CC=CC=C1)C1=CC=2C(C3=CC=CC=C3C2C=C1)(C)C)C N,N-bis(9,9-dimethylfluoren-2-yl)-N-(6-phenyl-1,1':4',1''-terphenyl-4-yl)amine